ClC1=C(C(=O)NC(C(=O)O)CCOC2CC(C2)CCC2=NC=3NCCCC3C=C2)C(=CC=C1)F 2-[(2-chloro-6-fluoro-benzoyl)amino]-4-[3-[2-(5,6,7,8-tetrahydro-1,8-naphthyridin-2-yl)ethyl]cyclobutoxy]butanoic acid